3-methylpyridine N-oxide CC=1C=[N+](C=CC1)[O-]